2-hydroxy-4-vinylferrocene benzoate C(C1=CC=CC=C1)(=O)O.OC=1[CH-]C=C(C1)C=C.[CH-]1C=CC=C1.[Fe+2]